2-[(2-hydroxyethyl) amino]-1-methyl-2-oxoethyltrithiocarbonate OCCNC(C(C)SC([S-])=S)=O